C(C)(C)(C)OC(N(C1CCOCC1)CC1=CN(C2=NC(=CC=C21)C2=C(C(=CC=C2)C2=C(C(=NC=C2)C2=CC(=C(C=C2)C=O)OC)Cl)Cl)C)=O tert-Butyl((6-(2-chloro-3-(3-chloro-2-(4-formyl-3-methoxyphenyl)pyridin-4-yl)phenyl)-1-methyl-1H-pyrrolo[2,3-b]pyridin-3-yl)methyl)(tetrahydro-2H-pyran-4-yl)carbamate